FC(OC=1C=CC2=C(NC(=N2)C(=O)O)C1)(F)F 6-(trifluoromethoxy)-1H-benzo[d]imidazole-2-carboxylic acid